FC=1C=C(C=NC1C)[C@H]1N(OCC1)C(=O)C1CCC(CC1)CC=1C(=NC(=NC1)C)C(F)(F)F [(3S)-3-(5-fluoro-6-methylpyridin-3-yl)-1,2-oxazolidin-2-yl]-[4-[[2-methyl-4-(trifluoromethyl)pyrimidin-5-yl]methyl]cyclohexyl]methanone